ClC1=NC(=CC=C1CN1N=NC(=C1)C(=O)N[C@@H]1CCC=2N(C=NC21)C)N2CC1C(C1C2)(F)F 1-[(2-chloro-6-{6,6-difluoro-3-azabicyclo[3.1.0]hex-3-yl}pyridin-3-yl)methyl]-N-[(4R)-1-methyl-1H,4H,5H,6H-cyclopenta[d]imidazol-4-yl]-1H-1,2,3-triazole-4-carboxamide